C1(CC1)C(=O)N1CCC(CC1)C=1C=C2C(=CC=NC2=CC1OC)N[C@H](C)C1=C(C(=CC=C1)C(F)F)F (R)-Cyclopropyl(4-(4-((1-(3-(difluoromethyl)-2-fluorophenyl)ethyl)amino)-7-methoxyquinoline-6-yl)piperidin-1-yl)methanone